5-[[1-[4-[(2,6-dioxo-3-piperidyl)amino]-2-fluoro-phenyl]-4-piperidyl]methyl]-3,4-dihydro-1H-isoquinoline-2-carboxylic acid tert-butyl ester C(C)(C)(C)OC(=O)N1CC2=CC=CC(=C2CC1)CC1CCN(CC1)C1=C(C=C(C=C1)NC1C(NC(CC1)=O)=O)F